BrC=1C(=NC=CC1)C(=O)NC=1C(=NN(C1)C1COC1)C1=NC=CC=C1 bromo-N-(1-(oxetan-3-yl)-3-(pyridin-2-yl)-1H-pyrazol-4-yl)picolinamide